7-methyl-5-(4-methylisoxazol-3-yl)pyrazolo[1,5-a]Pyrimidine-3-carboxylic acid CC1=CC(=NC=2N1N=CC2C(=O)O)C2=NOC=C2C